C(C=C)N(C(C(Cl)Cl)=O)CC1OCCO1 N-allyl-N-[(1,3-dioxolan-2-yl)methyl]dichloroacetamide